Ethyl ((2E,4E)-hexa-2,4-dienoyl)-L-phenylalaninate C(\C=C\C=C\C)(=O)N[C@@H](CC1=CC=CC=C1)C(=O)OCC